3-[(2,6-Dimethyl-4-pyridyl)amino]-5-(methylamino)-6-(3-methylimidazo[4,5-c]pyridin-7-yl)pyrazin-2-carboxamid CC1=NC(=CC(=C1)NC=1C(=NC(=C(N1)NC)C=1C2=C(C=NC1)N(C=N2)C)C(=O)N)C